C(C)(C)[C@H]1N(C(SC1)=S)C(C)=O (R)-1-(4-isopropyl-2-thioxothiazolidin-3-yl)ethanone